Ethyl 6H-thieno[2,3-b]pyrrole-5-carboxylate S1C=CC2=C1NC(=C2)C(=O)OCC